osmium-silver [Ag].[Os]